3-(pyridin-3-ylmethyl)urea N1=CC(=CC=C1)CNC(N)=O